C(C)N1N=C(C(=CC1=O)C1=CC(=C(C=C1)OC)F)C1=CC(=C(C=C1)OC)F 2-ethyl-5,6-bis(3-fluoro-4-methoxyphenyl)-3(2H)-pyridazinone